CC=1CC2(C(C1)C)CCCC(C2=O)(C)C 2,4,9,9-tetramethylspiro[4.5]dec-2-en-10-one